ClC1=CC=C2C(=NC(N(C2=C1)C1=CC=2N(C=C1)C=CN2)=O)NC 7-chloro-1-(imidazo[1,2-a]pyridin-7-yl)-4-(methylamino)quinazolin-2(1H)-one